O=C1NC(CCC1C1=NN(C2=CC(=CC=C12)OCC(=O)NCCS(N)(=O)=O)C)=O 2-((3-(2,6-Dioxopiperidin-3-yl)-1-methyl-1H-indazol-6-yl)oxy)-N-(2-sulfamoylethyl)acetamide